C1(CC1)CN(C(C1=CC(=CC(=C1)C(F)(F)F)C(F)(F)F)=O)C(C)C1=NC=CN=C1C1=NC=CC=C1 N-(cyclopropylmethyl)-N-[1-[3-(2-pyridinyl)pyrazin-2-yl]ethyl]-3,5-bis(trifluoromethyl)benzamide